2-Methyl-1-Penten CC(=C)CCC